(4-(((tert-butyldimethylsilyl)oxy)methyl)thiazol-2-yl)propane-1,2-diamine [Si](C)(C)(C(C)(C)C)OCC=1N=C(SC1)C(C(C)N)N